C1(CCCCC1)[C@@H](C(=O)N1CCN(CC1)C(=O)C=1N(C2=CC(=C(C=C2C1)F)F)CCOCCOCCO)NC(=O)[C@H](C)N(C(OC(C)(C)C)=O)C Tert-Butyl N-[(1S)-1-{[(1S)-1-cyclohexyl-2-{4-[(5,6-difluoro-1-{2-[2-(2-hydroxyethoxy)ethoxy]ethyl}-1H-indol-2-yl)carbonyl]piperazin-1-yl}-2-oxoethyl]carbamoyl}ethyl]-N-methylcarbamate